C(C)NC(=O)C1CCN(CC1)CCNC=1C=NC2=CC=C(C=C2C1)C=1N=CNC1C1=NC(=CC=C1)C N-ethyl-1-[2-[[6-[5-(6-methyl-2-pyridyl)-1H-imidazol-4-yl]-3-quinolyl]amino]ethyl]piperidine-4-carboxamide